FC1=C(CCN2[C@@H]([C@H]([C@@H]([C@H](C2)O)O)O)C)C=CC(=C1)F (2R,3R,4R,5S)-1-(2,4-difluorophenethyl)-2-methylpiperidine-3,4,5-triol